1-methyl-6-[(E)-2-(1,3,3-trimethyl-3H-indolium-2-yl)vinyl]-quinolinium iodide trifluoromethanesulfonate FC(S(=O)(=O)[O-])(F)F.[I-].C[N+]1=CC=CC2=CC(=CC=C12)\C=C\C1=[N+](C2=CC=CC=C2C1(C)C)C